6-(Cyclopropanecarboxamido)-4-((3-ethyl-4-oxo-7-(2,2,2-trifluoroethyl)-4,7-dihydro-3H-pyrrolo[2,3-d]pyrimidin-5-yl)amino)nicotinic acid C1(CC1)C(=O)NC1=NC=C(C(=O)O)C(=C1)NC1=CN(C=2N=CN(C(C21)=O)CC)CC(F)(F)F